2-(3-(2,6-dichloropyridin-4-yl)-1-propyl-1H-pyrazole-4-carbonyl)-N-methylhydrazine-1-thiocarboxamide ClC1=NC(=CC(=C1)C1=NN(C=C1C(=O)NNC(NC)=S)CCC)Cl